C1=CC=CC=2C(C3=C(C=CC21)C=CC=C3)=CCCN(C)CC(F)F (3-Dibenzo[a,d]cyclohepten-5-ylidene-propyl)-(2,2-difluoro-ethyl)-methyl-amine